bis(terpyridine) iron [Fe].N1=C(C=CC=C1)C1=NC=CC=C1C1=NC=CC=C1.N1=C(C=CC=C1)C1=NC=CC=C1C1=NC=CC=C1